1-(3-((5-chloro-2-((3-methyl-1-(2-(pyrrolidin-1-yl)ethyl)-1H-pyrazol-4-yl)amino)pyrimidin-4-yl)amino)propyl)pyrrolidin-2-one ClC=1C(=NC(=NC1)NC=1C(=NN(C1)CCN1CCCC1)C)NCCCN1C(CCC1)=O